2-chloropyrrolopyrimidine ClC=1NC=2C(=CN1)N=CC2